BrC=1C(=NN2C1N=CC=C2C(=O)N[C@@H]2C[C@@H](C2)OC(F)(F)F)COCF 3-Bromo-2-(fluoromethoxymethyl)-N-[cis-3-(trifluoromethoxy)cyclobutyl]pyrazolo[1,5-a]pyrimidine-7-carboxamide